(S)-2-((2S,3S)-2-((S)-3-(4-Hydroxyphenyl)-2-((R)-pyrrolidine-2-carboxamido)propanamido)-3-methylpentanamido)-5,5-dimethylhexanoic acid OC1=CC=C(C=C1)C[C@@H](C(=O)N[C@H](C(=O)N[C@H](C(=O)O)CCC(C)(C)C)[C@H](CC)C)NC(=O)[C@@H]1NCCC1